3-[1-(pyridin-2-ylmethyl)-1H-indole-3-carboxamido]isonicotinic acid N1=C(C=CC=C1)CN1C=C(C2=CC=CC=C12)C(=O)NC1=C(C(=O)O)C=CN=C1